O1C2=C(OCC1)C=C(C=C2)CN[C@H]2[C@@H](C2)C2=CC=CC=C2 (trans)-N-((2,3-dihydrobenzo[b][1,4]dioxin-6-yl)methyl)-2-phenyl-cyclopropanamine